benzyl acetate phenylacetate C1(=CC=CC=C1)CC(=O)O.C(C)(=O)OCC1=CC=CC=C1